BrC1=C(N=C(S1)N)C=1SC=C(C1)Cl 5-bromo-4-(4-chlorothiophene-2-yl)thiazole-2-amine